FC1=C(C=CC=C1)COC=1C=CC2=C3N(N=C2C1)CCCN(C3=O)C(C(=O)N)CO 2-(9-[(2-fluorophenyl)methoxy]-1H,3H,4H,5H-[1,4]diazepino[1,2-b]indazol-1-one-2-yl)-3-hydroxypropanamide